ON1C(CC(CC1(C)C)N1C(C(CC1=O)CCCCCCCCCCCC)=O)(C)C N-(1-Oxyl-2,2,6,6-tetramethylpiperidin-4-yl)-dodecylsuccinimid